C(=CCCC)C1CCCC1 4-penten-1-yl-cyclopentane